(1R,3S)-3-(5-(((benzyloxy)carbonyl)amino)-1-(tert-butyl)-1H-pyrazol-3-yl)cyclopentyl 2-methyltetrahydropyridazine-1(2H)-carboxylate CN1N(CCCC1)C(=O)O[C@H]1C[C@H](CC1)C1=NN(C(=C1)NC(=O)OCC1=CC=CC=C1)C(C)(C)C